2-amino-N-((1S,4S)-4-hydroxycyclohexyl)-5-(4-((1R,5S)-3-(tetrahydro-2H-pyran-4-yl)-3-azabicyclo[3.1.0]Hex-1-yl)phenyl)nicotinamide NC1=C(C(=O)NC2CCC(CC2)O)C=C(C=N1)C1=CC=C(C=C1)[C@@]12CN(C[C@H]2C1)C1CCOCC1